5-((5-Chloro-2-((3S,5R)-3,5-dimethylpiperidin-1-yl)-pyrimidin-4-yl)amino)-3-(3-hydroxy-3-methylbutyl)-1-methyl-1,3-dihydro-2H-benzo[d]imidazol-2-one ClC=1C(=NC(=NC1)N1C[C@H](C[C@H](C1)C)C)NC1=CC2=C(N(C(N2CCC(C)(C)O)=O)C)C=C1